ClC1=CC(=C(C=C1)[C@H](C(=O)N1CCC2=CC=C(C=C12)C(F)(F)F)NC1=CC(=CC(=C1)OC)OCCO)OC |r| racemic-2-(4-chloro-2-methoxyphenyl)-2-((3-(2-hydroxyethoxy)-5-methoxyphenyl)amino)-1-(6-(trifluoromethyl)indolin-1-yl)-ethanone